3-chloro-6-hydroxy-5-((2E,4E)-5-((1R,2R,6R,E)-3-(hydroxyimino)-1,2,6-trimethylcyclohexyl)-3-methylpenta-2,4-dien-1-yl)-4-methoxy-2-methylbenzaldehyde ClC=1C(=C(C=O)C(=C(C1OC)C\C=C(\C=C\[C@@]1([C@H](/C(/CC[C@H]1C)=N/O)C)C)/C)O)C